tert-butyl 2-((S)-1-(4-(((R)-2,6-dioxopiperidin-3-yl)amino)-2-fluorophenyl)-4-hydroxyazepan-4-yl)acetate O=C1NC(CC[C@H]1NC1=CC(=C(C=C1)N1CC[C@](CCC1)(O)CC(=O)OC(C)(C)C)F)=O